CC1=C(C(=NO1)C=1C=NC(=CC1)C(F)(F)F)COC=1C=C2CCN(CC2=CN1)C(C)=O 1-[6-({5-methyl-3-[6-(trifluoromethyl)pyridin-3-yl]-1,2-oxazol-4-yl}methoxy)-3,4-dihydro-2,7-naphthyridin-2(1H)-yl]ethanone